5-(4-chloro-2-fluoro-phenyl)-2,3-dimethyl-7-((2S)-2-(1H-pyrazol-4-yl)-4-morpholinyl)-pyrido[4,3-d]pyrimidin-4(3H)-one ClC1=CC(=C(C=C1)C1=NC(=CC=2N=C(N(C(C21)=O)C)C)N2C[C@@H](OCC2)C=2C=NNC2)F